C(C)(C)(C)OC(=O)N[C@H](CN(C(OC(C)(C)C)=O)CCCCN1C(C2=CC=CC=C2C1=O)=O)C tert-butyl (S)-(2-((tert-butoxycarbonyl)amino)propyl)(4-(1,3-dioxoisoindolin-2-yl)butyl)carbamate